bis(di-tert-butyl-(4-tert-butylphenyl)phosphine) dichloride [Cl-].[Cl-].C(C)(C)(C)P(C1=CC=C(C=C1)C(C)(C)C)C(C)(C)C.C(C)(C)(C)P(C1=CC=C(C=C1)C(C)(C)C)C(C)(C)C